5-(aminomethyl)-2,3,4,5-tetrahydro-1H-1-benzazepin-2-one NCC1CCC(NC2=C1C=CC=C2)=O